FC1(CCC(CC1)NC(C(C=1C=NC=C(C1)F)N(C(=O)C1NCC(C1)O)C1=CC=C2C(=CNC2=C1)C)=O)F N-(2-((4,4-difluorocyclohexyl)amino)-1-(5-fluoropyridin-3-yl)-2-oxoethyl)-4-hydroxy-N-(3-methyl-1H-indol-6-yl)pyrrolidine-2-carboxamide